Cyclohexanecarboxylic acid (3-bromo-2-methyl-phenyl)-methyl-amide BrC=1C(=C(C=CC1)N(C(=O)C1CCCCC1)C)C